4-(2,2,3,3,4,4,5,5,5-nonafluoropentoxy)benzamide FC(COC1=CC=C(C(=O)N)C=C1)(C(C(C(F)(F)F)(F)F)(F)F)F